(+)-morphine tartrate C(=O)(O)C(O)C(O)C(=O)O.C1=CC(O)=C2C=3[C@@]45[C@@H](O2)[C@@H](O)C=C[C@H]4[C@@H](CC13)N(C)CC5